C(C)PC(C1=C(C=C(C=C1C)C)C)=O ethyl-2,4,6-trimethylbenzoylphosphine